[4-[6-(1,1-difluoro-ethyl)-pyridin-2-yl]-6-(3,5-difluoro-phenylamino)-[1,3,5]triazin-2-ylamino]-2-methyl-propan-2-ol FC(C)(F)C1=CC=CC(=N1)C1=NC(=NC(=N1)NC1=CC(=CC(=C1)F)F)NCC(C)(O)C